(7-(2-(4-(6-Fluorobenzo[b]thiophen-4-yl)piperazin-1-yl)ethyl)-2-oxo-3,4-dihydroquinolin-1(2H)-yl)methyl undecanoate C(CCCCCCCCCC)(=O)OCN1C(CCC2=CC=C(C=C12)CCN1CCN(CC1)C1=CC(=CC=2SC=CC21)F)=O